2,4-undecadienal C(C=CC=CCCCCCC)=O